C(C(O)CC(=O)[O-])(=O)OC(C)C.C(C(O)CC(=O)[O-])(=O)OC(C)C diisopropyl di-malate